tert-butyl 2-[5-bromo-2-(3-fluoroazetidin-1-yl)-6-oxo-pyrimidin-1-yl]acetate BrC1=CN=C(N(C1=O)CC(=O)OC(C)(C)C)N1CC(C1)F